5-((4-(1,4-dioxaspiro[4.5]decan-8-yl)piperazin-1-yl)methyl)quinolin-8-ol O1CCOC12CCC(CC2)N2CCN(CC2)CC2=C1C=CC=NC1=C(C=C2)O